ClC1=NC(=C2N=CN(C2=N1)[C@@H]1O[C@@H]([C@H]([C@H]1O)O)CO)N1C(CCCC1)C1=CC=CC=C1 (2r,3r,4s,5r)-2-[2-chloro-6-(2-phenyl-1-piperidinyl)purin-9-yl]-5-(hydroxymethyl)tetrahydrofuran-3,4-diol